C(=O)OCCCOC1=NNC(=C1)NC1=NC(=CN=C1)OC1CCN(CC1)C 3-((5-((6-((1-methylpiperidin-4-yl)oxy)pyrazin-2-yl)amino)-1H-pyrazol-3-yl)oxy)propyl formate